14,14-diethoxy-3,5-tetradecadiene C(C)OC(CCCCCCCC=CC=CCC)OCC